COC=1C=C2C(=NC=NC2=CC1OC)C1(CCN(CC1)C(=O)OC(C)(C)C)O tert-butyl 4-(6,7-dimethoxyquinazolin-4-yl)-4-hydroxypiperidine-1-carboxylate